triazole vinyl-phosphinate C(=C)P(O)=O.N1N=NC=C1